OC1=C(C=CC(=C1)C(F)(F)F)C=1C(NC=CC1)=O 3-(2-hydroxy-4-(trifluoromethyl)phenyl)-2-oxopyridin